CC(C)(C)OC(=O)N1C[C@@H]2[C@H](C1)C2C(=O)O (1R,5S,6r)-3-(tert-Butoxycarbonyl)-3-azabicyclo[3.1.0]hexane-6-carboxylic acid